N'-hydroxy-2-methyl-pyridine-4-carboxamidine ON=C(N)C1=CC(=NC=C1)C